C(C1=CC=CC=C1)(=O)OC(CCC)(C(C(CCC)OC(C1=CC=CC=C1)=O)C)CC 5-methyl-4-ethyl-4,6-nonanediol dibenzoate